tert-Butyl 6-bromo-8-chlorocinnolin-3-ylcarbamate BrC=1C=C2C=C(N=NC2=C(C1)Cl)NC(OC(C)(C)C)=O